C(C=C)(=O)N1C(CC(CC1)N1C=NC=2C(=NC=3C(=C(C(=CC3C21)Cl)C2=CC(=CC1=CC=CC=C21)O)F)N2CC(C2)N(C)C)C(=O)N 1-acryloyl-4-(8-chloro-4-(3-(dimethylamino)azetidin-1-yl)-6-fluoro-7-(3-hydroxy-naphthalen-1-yl)-1H-imidazo[4,5-c]quinolin-1-yl)piperidine-2-carboxamide